2-(azepan-1-yl)-N-(3-(methylsulfonyl)phenyl)-6-(trifluoro-methyl)nicotinamide N1(CCCCCC1)C1=C(C(=O)NC2=CC(=CC=C2)S(=O)(=O)C)C=CC(=N1)C(F)(F)F